3-ethynyloxetan C(#C)C1COC1